NC=1C(=NC(=CN1)C1=NC(=CC=C1)N1CCOCC1)C(=O)NC1=NC=CC=C1N1CCC(CC1)N 3-amino-N-(3-(4-aminopiperidin-1-yl)pyridin-2-yl)-6-(6-morpholinopyridin-2-yl)pyrazine-2-carboxamide